4-[3-[2,6-Dichloro-4-[7-(oxetan-3-yl)-2,7-diazaspiro[3.4]oct-2-yl]benzoyl]-2,4-dihydro-1,3-benzoxazin-8-yl]-5-fluoro-2-(3-oxa-8-azabicyclo[3.2.1]oct-8-yl)benzoic acid ClC1=C(C(=O)N2COC3=C(C2)C=CC=C3C3=CC(=C(C(=O)O)C=C3F)N3C2COCC3CC2)C(=CC(=C1)N1CC2(C1)CCN(C2)C2COC2)Cl